4-([1,1'-biphenyl]-4-yl)-N-(4-methyl-1-azabicyclo[3.2.2]non-4-yl)piperazine-1-carboxamide C1(=CC=C(C=C1)N1CCN(CC1)C(=O)NC1(CCN2CCC1CC2)C)C2=CC=CC=C2